NC=1C(=NC(=CC1C(=O)OC)Cl)C1=C(C(=CC=C1C)OC)C methyl 3-amino-6-chloro-2-(3-methoxy-2,6-dimethyl-phenyl)pyridine-4-carboxylate